C(C)(=O)C=1C=CC=C2CC3(CCN(CC3)C3=NC=C(C(N3)=O)SC3=CC=CC=4OCOC43)[C@@H](C12)N (S)-2-(7-acetyl-1-amino-1,3-dihydrospiro[indene-2,4'-piperidin]-1'-yl)-5-(benzo[d][1,3]dioxol-4-ylthio)pyrimidin-4(3H)-one